FC(CN)CN 2-fluoropropane-1,3-diamine